6-hydroxy-2,3-dihydro-1H-indene-5-carboxaldehyde OC1=C(C=C2CCCC2=C1)C=O